2-(4-Ethylcyclohexyl)ethyl 8-((8-(heptadecan-9-yloxy)-8-oxooctyl)(2-hydroxyethyl)amino)octanoate CCCCCCCCC(CCCCCCCC)OC(CCCCCCCN(CCCCCCCC(=O)OCCC1CCC(CC1)CC)CCO)=O